3-[1-methyl-6-[8-(methylamino)-5-azaspiro[3.5]non-5-yl]indazol-3-yl]piperidine-2,6-dione hydrochloride Cl.CN1N=C(C2=CC=C(C=C12)N1C2(CCC2)CC(CC1)NC)C1C(NC(CC1)=O)=O